4-[131I]iodobenzoic acid [131I]C1=CC=C(C(=O)O)C=C1